N1C=NC(=C1)CCN(C(OC(C)(C)C)=O)CC1=CC(=C(C=C1)C1=CC=CC=C1)Cl tert-Butyl (2-(1H-imidazol-4-yl)ethyl)((2-chloro-[1,1'-biphenyl]-4-yl)methyl)carbamate